(S)-3-hydroxy-2-phenylpropionic acid OC[C@@H](C(=O)O)C1=CC=CC=C1